N[C@H]1CN(CCC1)C(=O)C1=NN(C(=C1)C1=CC=C(C#N)C=C1)C1=C(C=CC=C1)C (R)-4-(3-(3-aminopiperidine-1-carbonyl)-1-(o-tolyl)-1H-pyrazol-5-yl)benzonitrile